C(C)(C)(C)C1=CC=C(C=C1)NC=1C2=C(N=C(N1)N1CCOCC1)C(N(C2)C(C)C)=O 4-[(4-tert-butylphenyl)amino]-2-(morpholin-4-yl)-6-(propan-2-yl)-5,6-dihydro-7H-pyrrolo[3,4-d]pyrimidin-7-one